C12(CC(C1)C2)NC([C@H](CC2CCCC2)NC(=O)C=2SC(=CC2)[C@@H](C)NC=2C(=NC=C(C2)Cl)OC)=O (2S)-N-{bicyclo[1.1.1]pentan-1-yl}-2-({5-[(1R)-1-[(5-chloro-2-methoxypyridin-3-yl)amino]ethyl]thiophen-2-yl}formamido)-3-cyclopentylpropanamide